2-(5-((2-chloro-3-(trifluoromethyl)benzyl)carbamoyl)-5,6,7,8-tetrahydroquinolin-8-yl)acetic acid ClC1=C(CNC(=O)C2C=3C=CC=NC3C(CC2)CC(=O)O)C=CC=C1C(F)(F)F